N-[(R*)-{[16,20-difluoro-2,3,4,5-tetrahydro-12H-13,17-(azeno)-11,7-(metheno)-1,6,12,14-benzodioxadiazacyclononadecin-9-yl]methyl}(methyl)oxo-lambda6-sulfanylidene]-L-valinamide FC1=CN=C2NC=3C=C(C=C(OCCCCOC4=C(C1=N2)C=CC(=C4)F)C3)C[S@](=NC([C@@H](N)C(C)C)=O)(=O)C |o1:28|